1-(4-morpholinylphenyl)-1-phenyl-prop-2-yn-1-ol N1(CCOCC1)C1=CC=C(C=C1)C(C#C)(O)C1=CC=CC=C1